C(C)(=O)C1=CC=C(S1)CCN1C(C(CC1)O[Si](C1=CC=CC=C1)(C1=CC=CC=C1)C(C)(C)C)=O 1-(2-(5-acetylthiophen-2-yl)ethyl)-3-((tert-butyldiphenylsilyl)oxy)pyrrolidin-2-one